S(CCC(=O)O)CCC(=O)O.C(CCCCCCCCCCCC)O.C(CCCCCCCCCCCC)O ditridecanol 3,3'-thiodipropionate